C(C)OCOC1=C(C=O)C=CC=C1OC(F)(F)F 2-(ethoxymethoxy)-3-(trifluoromethoxy)benzaldehyde